2-Methylimidazole zinc salt [Zn].CC=1NC=CN1